tert-butyl acrylate (tert-butyl acrylate) C(C)(C)(C)C(C(=O)O)=C.C(C=C)(=O)OC(C)(C)C